ClC1=CC=C(C=C1)C1=C(N(N=N1)C)C(=O)OCC ethyl 5-(4-chlorophenyl)-3-methyl-triazole-4-carboxylate